2-(1-((1R,4R)-2-azabicyclo[2.2.1]heptane-2-carbonyl)piperidin-4-ylidene)-2-(3,4-difluorophenyl)acetonitrile [C@@H]12N(C[C@H](CC1)C2)C(=O)N2CCC(CC2)=C(C#N)C2=CC(=C(C=C2)F)F